O1CC=CC2=C1C=CC=N2 pyridopyran